3-(3-hydroxy-3-methyl-butyl)-1-[(R)-2-hydroxypropyl]-5-nitrobenzimidazol-2-one OC(CCN1C(N(C2=C1C=C(C=C2)[N+](=O)[O-])C[C@@H](C)O)=O)(C)C